CN1CCC(CC1)OC1=CN=CC(=N1)NC1=NNC(=C1)OC[C@H]1COCC1 (R)-6-((1-methylpiperidin-4-yl)oxy)-N-(5-((tetrahydrofuran-3-yl)methoxy)-1H-pyrazol-3-yl)pyrazin-2-amine